4-{[3-(4-{[(3S,4R)-3-fluoro-1-methylpiperidin-4-yl]amino}-1-(2,2,2-trifluoroethyl)-1H-indol-2-yl)prop-2-yn-1-yl]amino}-N-(1-hydroxypropan-2-yl)-3-methoxybenzamide F[C@H]1CN(CC[C@H]1NC1=C2C=C(N(C2=CC=C1)CC(F)(F)F)C#CCNC1=C(C=C(C(=O)NC(CO)C)C=C1)OC)C